(E)-3-[3-[(2-Hydroxyethylamino)methyl]phenyl]-1-(4-methoxyphenyl)prop-2-en-1-one OCCNCC=1C=C(C=CC1)/C=C/C(=O)C1=CC=C(C=C1)OC